CN1CCC(CC1)C(=O)NCCSSCCC(=O)N(C(CCCCCCCCC(=O)OCC(CCCCCC)CCCC)CCCCCCCCC(=O)OCC(CCCCCC)CCCC)CCCCCCCCC bis(2-butyloctyl) 10-[3-[2-[(1-methyl piperidine-4-carbonyl)amino]ethyldisulfanyl]propanoyl-nonyl-amino]nonadecanedioate